thioadenosylhomocysteine [C@@H]1([C@H](S)[C@H](O)[C@@H](CN[C@@H](CCS)C(=O)O)O1)N1C=NC=2C(N)=NC=NC12